2'-cyano-4-bromomethyl-biphenyl C(#N)C1=C(C=CC=C1)C1=CC=C(C=C1)CBr